FC=1C=C(C(=O)NCC23CCC(CC2)(CC3)C3=NC(=NO3)C3=NC=C(N=C3)OC)C=C(C1O)F 3,5-difluoro-4-hydroxy-N-({4-[3-(5-methoxypyrazin-2-yl)-1,2,4-oxadiazol-5-yl]bicyclo[2.2.2]octan-1-yl}methyl)benzamide